C1(=CC=CC=C1)S(=O)(=O)O.N1=C(C=CC2=CC=CC=C12)C(=O)O Quinoline-2-carboxylic acid benzenesulfonate